((S)-1-propenoyl-4-(8-(8-chloronaphthalen-1-yl)-2-(((S)-1-methylpyrrolidin-2-yl)methoxy)-9-oxo-6,7,8,9-tetrahydro-5H-pyrimido[4,5-c]azepin-4-yl)piperazin-2-yl)acetonitrile C(C=C)(=O)N1[C@H](CN(CC1)C1=NC(=NC=2C(N(CCCC21)C2=CC=CC1=CC=CC(=C21)Cl)=O)OC[C@H]2N(CCC2)C)CC#N